N1(C=NC=C1)CCCNC(C(CCSCCC(=O)OCC(CCCC)CC)NC(CCCCC(CCSCCC(=O)[O-])SCCC(=O)[O-])=O)=O 3,3'-((8-((1-((3-(1H-imidazol-1-yl)propyl)amino)-4-((3-((2-ethylhexyl)oxy)-3-oxopropyl)thio)-1-oxobutan-2-yl)amino)-8-oxooctane-1,3-diyl)bis(sulfanediyl))dipropionate